F[C@@H]1[C@@H](CN(C1)C1=NOC(C1)C1=C(C=C(C=C1F)F)C1=C(C=CC=C1F)F)NS(=O)(=O)C N-{(3R,4S)-4-fluoro-1-[5-(2',3,5,6'-tetrafluoro[1,1'-biphenyl]-2-yl)-4,5-dihydro-1,2-oxazol-3-yl]pyrrolidin-3-yl}methanesulfonamide